1-hydroxypyrene-d9 phenyl-(R or S)-(1,1,1,3,3,3-hexafluoro-2-(3-(2-(5-fluorothiophen-2-yl)ethyl)-1-(2-(6-methylpyridin-3-yl)propan-2-yl)pyrrolidin-3-yl)propan-2-yl)carbamate C1(=CC=CC=C1)N(C(O)=O)C(C(F)(F)F)(C(F)(F)F)[C@]1(CN(CC1)C(C)(C)C=1C=NC(=CC1)C)CCC=1SC(=CC1)F.OC1=C(C(=C2C(=C(C3=C(C(=C(C4=C(C(=C1C2=C34)[2H])[2H])[2H])[2H])[2H])[2H])[2H])[2H])[2H] |o1:19|